N-((S)-2-(2-(hydroxymethyl)phenyl)-1-(5-oxo-4,5-dihydropyrrolo[2,3,4-de]quinolin-8-yl)ethyl)-2-methylpropane-2-sulfinamide OCC1=C(C=CC=C1)C[C@@H](C1=CC=C2C=3C(=CC=NC13)NC2=O)NS(=O)C(C)(C)C